2-methylpyrazolo[3,4-c]pyridin-4-amine CN1N=C2C=NC=C(C2=C1)N